NC([C@H](CCC(=O)OC(C)(C)C)N1C(C2=CC=C(C=C2C1)C1=CC(=C2C(=N1)N(C=C2)C)O[C@H]2CN(CC2)C(=O)OC(C)(C)C)=O)=O tert-butyl (R)-3-((6-(2-((S)-1-amino-5-(tert-butoxy)-1,5-dioxopentan-2-yl)-1-oxoisoindolin-5-yl)-1-methyl-1H-pyrrolo[2,3-b]pyridin-4-yl)oxy)pyrrolidine-1-carboxylate